FC=1C(=NC(=NC1)N[C@H]1[C@@H](COCC1)O)C1=CC=C2C(C=C(N(C2=C1)C(C)C)C=O)=O 7-(5-fluoro-2-{[(3S,4R)-3-hydroxyoxan-4-yl]amino}pyrimidin-4-yl)-1-isopropyl-4-oxoquinoline-2-carbaldehyde